C1CCC2=C(C=3CCCC3C=C12)NC(=O)OCC(=O)[O-] 2-{[(1,2,3,5,6,7-Hexahydro-s-indacen-4-yl)carbamoyl]oxy}-acetate